Cl.FC1=CC=C(C=C1)C1=CC=C(C=C1)N1C(N(C2=NC=CC=C21)[C@@H]2CNCC2)=O (S)-1-(4'-Fluoro-[1,1'-biphenyl]-4-yl)-3-(pyrrolidin-3-yl)-1,3-dihydro-2H-imidazo[4,5-b]pyridin-2-one Hydrochloride